C1=CC=C2C(=C1)C=CC=C2C(=O)O The molecule is a naphthoic acid carrying a carboxy group at position 1. It has a role as a fungal xenobiotic metabolite and a bacterial xenobiotic metabolite. It is a conjugate acid of a 1-naphthoate.